ClC1=CC(=C(C=C1)NC=1C=NC=C(C1C)OC1=C(C(=NC=C1)NCC1=C(C=C(C=C1)OC)OC)F)F N-(4-chloro-2-fluorophenyl)-5-[(2-{[(2,4-dimethoxyphenyl)methyl]amino}-3-fluoropyridin-4-yl)oxy]-4-methylpyridin-3-amine